C(C)(=O)C(C(C(C(=O)O)(CCCC)CCCC)(O)C(=O)O)(C(=O)O)CCCC.C(C)=O ACETALDEHYDE acetyl-tributylcitrate